2-[2-(2,2,3,3-tetramethylcyclopropyl)-1,3-dioxolan-4-yl]acetaldehyde CC1(C(C1(C)C)C1OCC(O1)CC=O)C